9-(cyclopent-1-en-1-yl)-2,2-dimethyl-4-((1-methyl-1H-pyrazol-4-yl)methyl)-N-(1-methyl-cyclopropyl)-5-oxo-1,2,4,5-tetrahydroimidazo[1,2-a]quinazoline-7-sulfonamide C1(=CCCC1)C=1C=C(C=C2C(N(C=3N(C12)CC(N3)(C)C)CC=3C=NN(C3)C)=O)S(=O)(=O)NC3(CC3)C